C1=NC=C(C2=CC=CC=C12)N1C(N(C[C@H]1C#N)C1=NC(=NC=C1OC)C(F)(F)F)=O (S)-3-(isoquinolin-4-yl)-1-(5-methoxy-2-(trifluoromethyl)pyrimidin-4-yl)-2-oxoimidazoline-4-carbonitrile